COC1=NC2=C(C(=CC=C2C=C1C(=O)OC)C1(CCC1)C)C(NC1=CSC=C1)=O methyl 2-methoxy-7-(1-methylcyclobutyl)-8-(thiophen-3-ylcarbamoyl)quinoline-3-carboxylate